C[C@H](C(C)C)N1C=NC=2C(=NC=3C=CC=CC3C21)N 1-[(1R)-1,2-dimethylpropyl]imidazo[4,5-c]quinolin-4-amine